O[C@@H]1C[C@H](N(C1)C(=O)[C@H](C(C)(C)C)N1N=NC(=C1)C=1C=C(C(=O)O)C=CC1)C(NC)=O 3-[1-[(1S)-1-[(2S,4r)-4-hydroxy-2-(methylcarbamoyl)pyrrolidine-1-carbonyl]-2,2-dimethyl-propyl]triazol-4-yl]benzoic acid